N-butyl-2,5-diphenylphospholan-1-amine C(CCC)NP1C(CCC1C1=CC=CC=C1)C1=CC=CC=C1